OCC1=C[C@H]2[C@H]3[C@H](O1)OC[C@@H]2C=C3 (1S,4aS,5R,7aS)-3-(hydroxymethyl)-1,4a,5,7a-tetrahydro-1,5-(epoxymethano)cyclopenta[c]pyran